ClC1=C(C=C(C=C1)C1=CN(C2=NC(=CC=C21)C(=O)N2C(CN(CC2)C2=NC(=C(C(=O)OC)C(=C2)C)C)(C)C)C(CO)(C)C)F methyl 6-(4-(3-(4-chloro-3-fluorophenyl)-1-(1-hydroxy-2-methylpropan-2-yl)-1H-pyrrolo[2,3-b]pyridine-6-carbonyl)-3,3-dimethylpiperazin-1-yl)-2,4-dimethylnicotinate